CC1=C2C(=CC=3C=4C=C(C=CC4N(C13)C)OCC[C@@H](C)N1C(C3=CC=CC=C3C1=O)=O)C=NC=C2 (R)-2-(4-((5,6-dimethyl-6H-pyrido[4,3-b]carbazol-9-yl)oxy)butan-2-yl)isoindoline-1,3-dione